C(C1=CC=CC=C1)OC1=NC=CC(=C1)C(=C)C1CC1 2-(benzyloxy)-4-(1-cyclopropylvinyl)pyridine